C(C)C1CNCCC(C1)C1CCCCC1 3-ethyl-5-cyclohexyl-1-azacycloheptane